4-(cyclohexylmethyl)-3-{4H,5H,6H,7H-thieno[3,2-c]pyridin-5-ylmethyl}-4,5-dihydro-1,2,4-oxadiazol-5-one C1(CCCCC1)CN1C(=NOC1=O)CN1CC2=C(CC1)SC=C2